C(#N)N1C[C@H](CC1)C(=O)NC=1SC(=CN1)N1[C@@H](CCC1)COC (S)-1-cyano-N-(5-((S)-2-(methoxymethyl)pyrrolidin-1-yl)thiazol-2-yl)pyrrolidine-3-carboxamide